CO[Si](CCCN1CCOCC1)(OC)OC 4-[3-(trimethoxysilyl)propyl]morpholine